3-(methacryloxymethyl)-2-trifluoromethyloxetane C(C(=C)C)(=O)OCC1C(OC1)C(F)(F)F